(3-(4-((7-Chloro-4-hydroxy-4-methylhept-2-yn-1-yl)oxy)phenyl)-2-oxoimidazolidin-1-yl)-2,6-dioxopiperidine-1-carboxylate ClCCCC(C#CCOC1=CC=C(C=C1)N1C(N(CC1)C1C(N(C(CC1)=O)C(=O)[O-])=O)=O)(C)O